Ethyl 1-(pyrazin-2-ylmethyl)-1H-imidazole-4-carboxylate N1=C(C=NC=C1)CN1C=NC(=C1)C(=O)OCC